ethyl (R)-2-((2-methylallyl)oxy)propanoate CC(CO[C@@H](C(=O)OCC)C)=C